FC1=C(C(=CC=C1)C)N1CCC(CC1)N1C(N(C=2C([C@H]1C)=NNC2)CC2=C(C=CC=C2)C(F)(F)F)=O |o1:19| (R)- or (S)-6-[1-(2-Fluoro-6-methyl-phenyl)-piperidin-4-yl]-7-methyl-4-(2-trifluoromethylbenzyl)-2,4,6,7-tetrahydro-pyrazolo[4,3-d]pyrimidin-5-one